3-[4-[5-bromo-2-(8-chloro-4-oxo-chromen-2-yl)phenoxy]-1-piperidyl]cyclobutanecarboxylic acid BrC=1C=CC(=C(OC2CCN(CC2)C2CC(C2)C(=O)O)C1)C=1OC2=C(C=CC=C2C(C1)=O)Cl